(2-(1,1-difluoroethyl)-4,5-difluorophenyl)-4,4,5,5-tetramethyl-1,3,2-dioxaborolane FC(C)(F)C1=C(C=C(C(=C1)F)F)B1OC(C(O1)(C)C)(C)C